tert-Butyl ((1s,4s)-4-(2-oxopropyl)cyclohexyl)carbamate O=C(CC1CCC(CC1)NC(OC(C)(C)C)=O)C